potassium trifluoro((4-methylpiperazin-1-yl)methyl)borate [B-](CN1CCN(CC1)C)(F)(F)F.[K+]